ON=C(C1=NC=C(C=C1)NC1=NN(C=C1)C1=CC=C(C=C1)C(F)(F)F)N N'-Hydroxy-5-((1-(4-(trifluoromethyl)phenyl)-1H-pyrazol-3-yl)amino)picolinimidamide